ClC=1C=C(C=CC1Cl)CNC(=O)C1(CC1)NC(OC(C)(C)C)=O tert-Butyl N-[1-[(3,4-dichlorophenyl)methylcarbamoyl]cyclopropyl]carbamate